N1(N=CC=C1)C[C@H](N)C(=O)O 3-(1-pyrazolyl)-alanine